ClC1=C(NC(=C1Cl)C)C(=O)N[C@H]1[C@H](CN(CC1)C=1SC(=CN1)C(C)(C)O)OC 3,4-dichloro-N-((3S,4R)-1-(5-(2-hydroxypropane-2-yl)thiazol-2-yl)-3-methoxypiperidine-4-yl)-5-methyl-1H-pyrrole-2-carboxamide